C(N)(=O)[C@@H](C)NC1=NC(=CC=C1[C@H]1CC2(CC(C2)(F)F)CCN1CC1=C2C=CN(C2=C(C=C1OC)C)C(=O)OC(C)(C)C)C(=O)OC tert-butyl 4-(((6R)-6-(2-(((1R)-1-carbamoylethyl)amino)-6-(methoxycarbonyl)pyridin-3-yl)-2,2-difluoro-7-azaspiro[3.5]nonan-7-yl)methyl)-5-methoxy-7-methylindole-1-carboxylate